2,2-dimethyl-5-((thiophen-3-ylamino)methylene)-1,3-dioxan-4,6-dione CC1(OC(C(C(O1)=O)=CNC1=CSC=C1)=O)C